BrC1=CC=C(CN2C(C3=C(C=4C=CC=NC24)CCN(C3)CC3=CC(=CC=C3)C#N)=O)C=C1 6-(4-bromobenzyl)-3-(3-cyanobenzyl)-2,3,4,6-tetrahydropyrido[3,4-c][1,8]naphthyridine-5(1H)-one